C(C)(C1=CC=C(C=C1)C(C)(C1=CC=C(C=C1)O)C1=CC=C(C=C1)O)(C1=CC=C(C=C1)C(C)(C1=CC=C(C=C1)O)C1=CC=C(C=C1)O)C1=CC=C(C=C1)C(C)(C1=CC=C(C=C1)O)C1=CC=C(C=C1)O 4,4',4'',4''',4'''',4'''''-[[Ethane-1,1,1-triyltris(benzene-4,1-diyl)]tris(ethane-1,1,1-triyl)]hexaphenol